N-(3-bromobenzyl)-8-methyl-2-(4-methylbenzyl)-4,5-dihydro-2H-furo[2,3-g]indazole-7-carboxamide BrC=1C=C(CNC(=O)C2=C(C3=C(CCC4=CN(N=C34)CC3=CC=C(C=C3)C)O2)C)C=CC1